FC1=C(C=C(C(=C1)F)F)C1=C(C=CC=C1)NC(=O)C=1C(=NN(C1)C)C(F)Cl N-(2',4',5'-trifluorobiphenyl-2-yl)-3-(chlorofluoromethyl)-1-methylpyrazol-4-ylcarboxamide